N1(N=CN=C1)CCNC=1C(=CC=CC1[N+](=O)[O-])C1=CC=CC=C1 N-(2-(1H-1,2,4-triazol-1-yl)ethyl)-3-nitrobiphenyl-2-amine